C(CCCCCCC)C1=CSC=C1 3-octylthiophene